(1r,3r)-3-(4-fluoro-3-(trifluoromethyl)phenoxy)cyclobutane 2-(1-cyanoethylamino)-5-nitrobenzoate C(#N)C(C)NC1=C(C(=O)O)C=C(C=C1)[N+](=O)[O-].FC1=C(C=C(OC2CCC2)C=C1)C(F)(F)F